phenylguanidinoacetic acid C1(=CC=CC=C1)C(C(=O)O)NC(=N)N